2-(4-methanesulfonylpiperazin-1-yl)pyrimidin CS(=O)(=O)N1CCN(CC1)C1=NC=CC=N1